CC1=CC(=NC2=CC(=CC=C12)NC(C=C)=O)C1=NC=C(C=C1)C(F)(F)F N-(4-methyl-2-(5-(trifluoromethyl)pyridin-2-yl)quinolin-7-yl)acrylamide